(R)-N-((1H-pyrrolo[3,2-c]pyridin-2-yl)methyl)-2-(2-cyclopropoxy-5-((1-(dibenzo[b,d]furan-2-yl)ethyl)amino)-6-oxopyrimidin-1(6H)-yl)acetamide N1C(=CC=2C=NC=CC21)CNC(CN2C(=NC=C(C2=O)N[C@H](C)C2=CC1=C(OC3=C1C=CC=C3)C=C2)OC2CC2)=O